(2S)-1-methoxypropan-2-yl 4-methylbenzenesulfonate CC1=CC=C(C=C1)S(=O)(=O)O[C@H](COC)C